N,3-dimethyl-3-((7-(1-methyl-1H-pyrazol-4-yl)imidazo[1,2-c]pyrimidin-5-yl)oxy)cyclobutan-1-amine CNC1CC(C1)(OC1=NC(=CC=2N1C=CN2)C=2C=NN(C2)C)C